3-(4-(9-((4-chloropyridin-2-yl)methyl)-6-(1-methylcyclopropoxy)-9H-purin-8-yl)-3-fluorophenoxy)-N,N-dimethylpropan-1-amine ClC1=CC(=NC=C1)CN1C2=NC=NC(=C2N=C1C1=C(C=C(OCCCN(C)C)C=C1)F)OC1(CC1)C